NCC12C3(CCC(C2CCC1)C3)CN bis-(aminomethyl)-tricyclo-[5.2.1.02,6]decane